P(=O)([O-])(O)O.C(C=1C(O)=CC=CC1)(=O)O.[Na+] sodium salicylate phosphate